3-(3,4-difluorobenzyl)-3-hydroxy-1-(4-(pyridin-4-yl)phenyl)pyrrolidin-2-one FC=1C=C(CC2(C(N(CC2)C2=CC=C(C=C2)C2=CC=NC=C2)=O)O)C=CC1F